1-(4-iodophenyl)methanamine IC1=CC=C(C=C1)CN